ClC1=C(C=C2C(C(NC2=C1)=O)=C(C1=CC(=NO1)OC)O)C1=CC=C(C=C1)[C@H]1COC[C@@H]1O trans-6-chloro-3-[hydroxy-(3-methoxyisoxazol-5-yl)methylene]-5-[4-[(3S,4R)-4-hydroxytetrahydrofuran-3-yl]phenyl]indolin-2-one